CN1C2=C(C=C1C(=O)NC1=C(C=CC=C1)COC1=CC=C(C=C1)OC1CNCCC1)SC=C2 4-methyl-N-[2-[[4-(3-piperidyloxy)phenoxy]methyl]phenyl]thieno[3,2-b]pyrrole-5-carboxamide